Tert-butyl (S)-4-(2-(((9H-fluorenylmethoxy) carbonyl) amino)-2-phenylacetamido)-2-chlorobenzoate C1(=CC=CC=2C3=CC=CC=C3CC12)COC(=O)N[C@H](C(=O)NC1=CC(=C(C(=O)OC(C)(C)C)C=C1)Cl)C1=CC=CC=C1